[Ca].COC1=CC(=CC=C1O)\C=C\C(=O)CC(=O)\C=C\C1=CC=C(O)C(OC)=C1 curcumin calcium salt